1-{4-methyl-5-[8-(methylamino)-[1,2,4]triazolo[1,5-a]1,6-naphthyridin-4-yl]pyridin-2-yl}butan-1-one CC1=CC(=NC=C1C=1C=2N(C3=CC(=NC=C3C1)NC)N=CN2)C(CCC)=O